C(=C)C1=C(C=CC=C1)O o-vinyl-phenol